L-aspartic acid-1,4-dicyclobutyl ester hydrochloride Cl.C1(CCC1)OC([C@@H](N)CC(=O)OC1CCC1)=O